aza-heptane NCCCCCC